C(CCCC)NC1CC(CCC1)N N-pentylcyclohexane-1,3-diamine